N,N-Dimethyl-2-[6-[5-(trifluoromethyl)-2-thienyl]pyrazolo[3,4-b]pyrazin-1-yl]acetamide CN(C(CN1N=CC=2C1=NC(=CN2)C=2SC(=CC2)C(F)(F)F)=O)C